OC1=CC=C(CC2=C(C(=CC=C2)C)O)C=C1 2-(4-hydroxybenzyl)-6-methylphenol